tert-butyl 4-(2,2-difluoro-6-[4-(methoxycarbonyl)-3-(methylamino)phenyl]-7-azaspiro[3.5]nonan-7-yl)methyl-5-methoxy-7-methylindole-1-carboxylate FC1(CC2(C1)CC(N(CC2)CC2=C1C=CN(C1=C(C=C2OC)C)C(=O)OC(C)(C)C)C2=CC(=C(C=C2)C(=O)OC)NC)F